FC(C=1C=CC=2N(C1)C(=CN2)C2=CC=CC(=N2)N[C@H]2C[C@H](NCC2)C)F 6-(6-(difluoromethyl)imidazo[1,2-a]pyridin-3-yl)-N-((2R,4R)-2-methylpiperidin-4-yl)pyridin-2-amine